4-(3-(dimethylamino)propyl)benzene-1,2-diamine CN(CCCC=1C=C(C(=CC1)N)N)C